(9-(4-amino-7-(2-hydroxyethyl)-5-(pyrimidin-2-yl)-7H-pyrrolo[2,3-d]pyrimidin-6-yl)-3-azaspiro[5.5]undec-8-en-3-yl)prop-2-en-1-one NC=1C2=C(N=CN1)N(C(=C2C2=NC=CC=N2)C2=CCC1(CCN(CC1)C(C=C)=O)CC2)CCO